5-fluoro-2,3-dimethyl-4-(piperazin-1-yl)-1H-indole-7-carboxamide FC=1C(=C2C(=C(NC2=C(C1)C(=O)N)C)C)N1CCNCC1